CN1C2=CC=CC=C2C=2CCNCC12 9-methyl-2,3,4,9-tetrahydro-1H-β-carboline